O=C1NC(CCC1NC1=CC(=C(C=C1)N1CCC(CC1)CN1CCN(CC1)C=1C=NC(=NC1)C=1C=C(CN2N=C(C=CC2=O)C=2C=C(C#N)C=CC2)C=CC1)F)=O 3-(1-(3-(5-(4-((1-(4-((2,6-dioxopiperidin-3-yl)amino)-2-fluorophenyl)piperidin-4-yl)methyl)piperazin-1-yl)pyrimidin-2-yl)benzyl)-6-oxo-1,6-dihydropyridazin-3-yl)benzonitrile